FC(COC(=O)Cl)(F)F 2,2,2-trifluoroethylchloroformate